dibromo ethylene isobutyrate C(C(C)C)(=O)O.BrC=CBr